sodium iron disulfide [Fe](=S)=S.[Na]